FC(OC1=CC=C(C[N+]#[C-])C=C1)(F)F 4-(TRIFLUOROMETHOXY)BENZYLISOCYANIDE